COC1=NC=C(C2=C1N=C(S2)[NH-])C2=CC(=CC=C2)OC [4-methoxy-7-(3-methoxy-phenyl)-thiazolo[4,5-c]pyridin-2-yl]-amid